O=S1(CC2(C1)CC(C2)NC2=NC=CC(=N2)C2=C(N=C(S2)C2(CCNCC2)C)C=2C(=C(C=CC2)NS(=O)(=O)C2=C(C=CC=C2F)F)F)=O N-(3-(5-(2-((2,2-dioxo-2-thiaspiro[3.3]hept-6-yl)amino)-pyrimidin-4-yl)-2-(4-methylpiperidin-4-yl)thiazol-4-yl)-2-fluorophenyl)-2,6-difluoro-benzenesulfonamide